FC1=C(C=C(C=C1)C(CCC(=O)O)=O)C 4-(4-fluoro-3-methylphenyl)-4-oxobutyric acid